C(C)(C)NC1=C(C=NC2=CC=C(C=C12)C=1C=NNC1)C(=O)NCC1=CN=CO1 4-(isopropylamino)-N-(oxazol-5-ylmethyl)-6-(1H-pyrazol-4-yl)quinoline-3-carboxamide